NC1=NC=2C=C(C=CC2C=2N1N=C(N2)[C@@H]2C[C@H](C2)C=2N=CC(=NC2)C(C)(C)O)OC 2-{5-[trans-3-(5-amino-8-methoxy[1,2,4]triazolo[1,5-c]quinazolin-2-yl)cyclobutyl]pyrazin-2-yl}propan-2-ol